C(CC=C=C)O 3,4-Pentadien-1-ol